CCCCCCCCC1=CC=C(C=C1)C=C 4-n-octylstyrene